4,4-dimethylcyclohex-1-en CC1(CC=CCC1)C